4'-butylidene(butylidene)bis(6-tert-butyl-3-methylphenol) C(CCC)=C1C(C(=C(C(=C1)C(C)(C)C)O)C(CCC)C1=C(C(=CC=C1C)C(C)(C)C)O)C